(2s,4r,6r)-4-hydroxy-2,6-dimethylpiperidine-1-carboxylic acid tert-butyl ester C(C)(C)(C)OC(=O)N1[C@H](CC(C[C@H]1C)O)C